N1CCC2=CC=CC(=C12)OC1=NC(=NC=C1C(F)(F)F)NC1CNCCC1 4-(2,3-dihydro-1H-indol-7-yloxy)-N-(piperidin-3-yl)-5-(trifluoromethyl)pyrimidin-2-amine